4-(4-(pyrazin-2-yloxy)phenyl)piperidin-1-ium chloride [Cl-].N1=C(C=NC=C1)OC1=CC=C(C=C1)C1CC[NH2+]CC1